C(N)(=O)[C@H]1N2C(N([C@H](C=C1C)C2)O[C@H](C(=O)O)F)=O (2S)-{[(2S,5R)-2-carbamoyl-3-methyl-7-oxo-1,6-diazabicyclo[3.2.1]oct-3-en-6-yl]oxy}(fluoro)acetic acid